FC(CS(=O)(=O)NC1=NC=CC(=N1)C1(CCOCC1)C(=O)NC1=NC=C(C=C1)C1=NC(=CN=C1)OCC)F 4-(2-((2,2-difluoroethyl)sulfonylamino)pyrimidin-4-yl)-N-(5-(6-ethoxypyrazin-2-yl)pyridin-2-yl)tetrahydro-2H-pyran-4-carboxamide